3-azaspiro[5.5]undecane-3-carboxylic acid tertiary butyl ester C(C)(C)(C)OC(=O)N1CCC2(CC1)CCCCC2